C(C)OC(C=CC(C(CCCC)CCCC)CCCC)=O 4,5-Dibutylnon-2-enoic acid ethyl ester